(E)-1-((3R,8R,9S,10S,13S,14S,17S)-3-hydroxy-10,13-dimethylhexadecahydro-1H-cyclopenta[a]phenanthren-17-yl)ethan-1-one O-(methyl(2-(methylamino)ethyl)carbamoyl) oxime trifluoroacetate FC(C(=O)O)(F)F.CN(C(=O)O\N=C(/C)\[C@H]1CC[C@H]2[C@@H]3CCC4C[C@@H](CC[C@@]4([C@H]3CC[C@]12C)C)O)CCNC